Cl.O1CCC(C=2C=NC=CC21)CN 1-{2H,3H,4H-Pyrano[3,2-c]pyridin-4-yl}methanamine hydrochloride